ClC=1C=C(C=C(C1)Cl)NC(=O)C1(OCCC1)C(=O)N[C@@H]1CC[C@@H](C1)C(=O)[O-] (1S,4R)-4-[[2-[(3,5-dichlorophenyl)carbamoyl]tetrahydrofuran-2-carbonyl]amino]cyclopentane-1-carboxylate